C1(C(C(C(C1)C(=O)O)C(=O)O)C(=O)O)C(=O)O 1,2,3,4-cyclopentanetetraoic acid